CC1=C(C(=O)P(C2=CC=CC=C2)(OC)=O)C(=CC(=C1)C)C 2,4,6-trimethylbenzoyl-methoxy-phenylphosphine oxide